3-({[(1R)-5-bromo-2,3-dihydro-1H-inden-1-yl]methyl}amino)pyridine-4-carboxylic acid methyl ester COC(=O)C1=C(C=NC=C1)NC[C@@H]1CCC2=CC(=CC=C12)Br